N-(3'-((6-((1-acryloylazetidin-3-yl)oxy)-7-methoxyquinazolin-4-yl)amino)-2,4-difluoro-4'-Methoxy-[1,1'-biphenyl]-3-yl)cyclopropanecarboxamide C(C=C)(=O)N1CC(C1)OC=1C=C2C(=NC=NC2=CC1OC)NC=1C=C(C=CC1OC)C1=C(C(=C(C=C1)F)NC(=O)C1CC1)F